3,6-bis(dimethylamino)-acridine CN(C=1C=CC2=CC3=CC=C(C=C3N=C2C1)N(C)C)C